2-fluorophenyl-3-methyl-1,3-dihydro-1,4-benzodiazepine-2-thione FC1=C(C=CC=C1)N1C(C(N=CC2=C1C=CC=C2)C)=S